13-hydroperoxy-docosahexaenoic acid O(O)C(=CC=CC=CC=CC=CC=CC(=O)O)CCCCCCCCC